C1OCC12CN(C2)C(C)C2=C(C=C(N=N2)NC2=NC=NC(=C2)NC2=NC=CC=C2S(=O)(=O)C)C N4-(6-(1-(2-oxa-6-azaspiro[3.3]heptan-6-yl)ethyl)-5-methylpyridazin-3-yl)-N6-(3-(methylsulfonyl)pyridin-2-yl)pyrimidine-4,6-diamine